2-Bromo-5-(2-(ethoxymethoxy)-4,6-dimethylphenyl)-1-methyl-1H-imidazo[4,5-b]pyridine BrC=1N(C=2C(=NC(=CC2)C2=C(C=C(C=C2C)C)OCOCC)N1)C